ClC1=C(C=NN1[C@H]1CN(CCC1(F)F)CC)NC1=NC=C(C(=N1)NCC)C(F)(F)F N2-[5-chloro-1-[(3S)-1-ethyl-4,4-difluoro-3-piperidinyl]pyrazol-4-yl]-N4-ethyl-5-(trifluoromethyl)pyrimidine-2,4-diamine